α-isomaltose C([C@@H]1[C@H]([C@@H]([C@H]([C@H](O1)OC[C@@H]2[C@H]([C@@H]([C@H]([C@H](O2)O)O)O)O)O)O)O)O